tert-Butyl (S)-3-(1-(4'-methoxy-[1,1'-biphenyl]-4-yl)-2-oxo-1,2-dihydro-3H-imidazo[4,5-b]pyridin-3-yl)pyrrolidine-1-carboxylate COC1=CC=C(C=C1)C1=CC=C(C=C1)N1C(N(C2=NC=CC=C21)[C@@H]2CN(CC2)C(=O)OC(C)(C)C)=O